Cl.COC1=CC2=C(N(N=N2)C2=CC=C3CCNCC3=C2)C=C1 7-(5-methoxy-1H-benzo[d][1,2,3]triazol-1-yl)-1,2,3,4-tetrahydroisoquinoline hydrochloride salt